Cl[C@H](C(=O)N(NC([C@H](CC1(CC1)C)NC(=O)C1=NOC(=C1)C(F)F)=O)C[C@H]1C(NCC1)=O)F N-((S)-1-(2-((R)-2-Chloro-2-fluoroacetyl)-2-(((S)-2-oxopyrrolidin-3-yl)methyl)hydrazineyl)-3-(1-methylcyclopropyl)-1-oxopropan-2-yl)-5-(difluoromethyl)isoxazole-3-carboxamide